N12C[C@H]([C@@H](CC1)C2)OC(NC(C)(C)C2=CC(=CC=C2)C(C)C)=O |r| (+/-)-(3S,4S)-1-azabicyclo[2.2.1]hept-3-yl{2-[3-(propan-2-yl)phenyl]propan-2-yl}carbamate